O=C1N[C@H]2[C@@H](N1)CSC2CCCCC(=O)O 5-((3aS,6aR)-2-oxohexahydro-1H-thieno[3,4-d]imidazol-4-yl)pentanoic acid